1-[(3aR,6aS)-5-(4-bromophenyl)-1,3,3a,4,6,6a-hexahydropyrrolo[3,4-c]pyrrol-2-yl]propan-2-ol BrC1=CC=C(C=C1)N1C[C@H]2[C@@H](C1)CN(C2)CC(C)O